BrCCCC[Si](C)(OCCC\C=C/CCCCC)OCCC\C=C/CCCCC (4-bromobutyl)bis(((Z)-dec-4-en-1-yl)oxy)(methyl)silane